4-(4,4,5,5-tetramethyl-[1,3,2]dioxaborolane-2-yl)-[1,1':4',1'']terphenyl-3''-carbonitrile CC1(OB(OC1(C)C)C1=CC=C(C=C1)C1=CC=C(C=C1)C1=CC(=CC=C1)C#N)C